FC1(CC(C1)CC(C(=O)O)=O)F (3,3-difluorocyclobutyl)-2-oxopropanoic acid